N-(5-(3,5-difluorobenzyl)-1H-indazol-3-yl)-4-(4-(4-(1-(2,6-dioxopiperidin-3-yl)-1H-indol-4-yl)butyl)piperazin-1-yl)-2-((tetrahydro-2H-pyran-4-yl)amino)benzamide FC=1C=C(CC=2C=C3C(=NNC3=CC2)NC(C2=C(C=C(C=C2)N2CCN(CC2)CCCCC2=C3C=CN(C3=CC=C2)C2C(NC(CC2)=O)=O)NC2CCOCC2)=O)C=C(C1)F